6-dilaurylamino-1,3,5-triazine-2,4-dithiol C(CCCCCCCCCCC)N(C1=NC(=NC(=N1)S)S)CCCCCCCCCCCC